2-((1-(4-oxo-2-phenyl-4H-quinolizin-9-yl)ethyl)amino)benzoic acid O=C1C=C(C=C2C(=CC=CN12)C(C)NC1=C(C(=O)O)C=CC=C1)C1=CC=CC=C1